2-(1-acryloyl-4-(7-(8-chloro-3,4-dihydroquinolin-1(2H)-yl)-2-((1-methylpyrrolidin-2-yl)methoxy)-5,6,7,8-tetrahydroquinazolin-4-yl)piperazin-2-yl)acetonitrile C(C=C)(=O)N1C(CN(CC1)C1=NC(=NC=2CC(CCC12)N1CCCC2=CC=CC(=C12)Cl)OCC1N(CCC1)C)CC#N